tert-butyl ((6-phenoxybenzo[d]oxazol-2-yl)methyl)(2-(trifluoromethyl)pyridin-4-yl)carbamate O(C1=CC=CC=C1)C1=CC2=C(N=C(O2)CN(C(OC(C)(C)C)=O)C2=CC(=NC=C2)C(F)(F)F)C=C1